P(=O)(OCC(COC(CCO)=O)OC(CCO)=O)(OC[C@@H](COC(CCCCCCCCCCCCC)=O)OC(CCCCCCCCCCCCC)=O)[O-].[Na+] Sodium 2,3-bis((3-hydroxypropanoyl)oxy)propyl ((R)-2,3-bis(tetradecanoyloxy)propyl) phosphate